CN(NCC1=NC=C(C=C1)C(F)(F)F)C(=O)C=1N=CSC1C N,5-dimethyl-N'-((5-(trifluoromethyl)pyridin-2-yl)methyl)thiazole-4-carbohydrazide